C1(CC1)CS(=O)(=O)NC=1SC=CN1 ((cyclopropylmethyl)sulfonamido)thiazol